[Cl-].C(CCCCCCCCC)[N+]1=CC(=CC=C1)CCC 1-Decyl-3-propylpyridinium chlorid